FC(F)(F)C1CCC1 (trifluoromethyl)cyclobutan